C(C)(C)C=1C(=NNC1C=1C=C(C=2N(C1)N=CN2)OC)C=2SC=1CNCCC1N2 2-(4-isopropyl-5-(8-methoxy-[1,2,4]triazolo[1,5-a]pyridin-6-yl)-1H-pyrazol-3-yl)-4,5,6,7-tetrahydrothiazolo[5,4-c]pyridine